SCCC(=O)N mercaptopropionylamine